(4-cyanobenzyl)-6-ethoxy-N-((R)-2-hydroxy-2-((S)-1,2,3,4-tetrahydroisoquinolin-3-yl)ethyl)-1-oxoisoindoline-5-carboxamide hydrochloride Cl.C(#N)C1=CC=C(CN2C(C3=CC(=C(C=C3C2)C(=O)NC[C@H]([C@H]2NCC3=CC=CC=C3C2)O)OCC)=O)C=C1